2-({2-[bis(2-thienylmethyl)sulfamoyl]ethyl}amino)-N,N-bis(2-thienylmethyl)acetamide S1C(=CC=C1)CN(S(=O)(=O)CCNCC(=O)N(CC=1SC=CC1)CC=1SC=CC1)CC=1SC=CC1